2-methyl-2-(6-oxo-1H-pyridin-3-yl)propanoic acid CC(C(=O)O)(C)C1=CNC(C=C1)=O